6H-pyrazolo[3,4-c]pyridin N1=NC=C2C1=CNC=C2